ClN1C(N(CC1)CCOC1=C(C2=CC3=CC4=CC=CC=C4C=C3C=C2C=C1)C#[N+][O-])=O 2-[2-(3-chloro-2-oxoimidazolin-1-yl)ethoxy]-1-naphthacenecarbonitrile oxide